ClC=1C=C(C=2N(N1)C=CN2)[C@H]2[C@@H](C2)C=2C=NC1=C(C=CC=C1C2)C(F)(F)F 3-[(1R,2R)-2-(6-chloroimidazo[1,2-b]pyridazin-8-yl)cyclopropyl]-8-(trifluoromethyl)quinoline